N-[(2-methoxyphenyl)methyl]-2-[4-(4-methoxyphenyl)-2-oxobenzopyran-7-yl]oxyacetamide tert-butyl-4-[5-(1-methoxy-3-methyl-1-oxobutan-2-yl)-1,2-oxazol-3-yl]piperidine-1-carboxylate C(C)(C)(C)OC(=O)N1CCC(CC1)C1=NOC(=C1)C(C(=O)OC)C(C)C.COC1=C(C=CC=C1)CNC(COC1=CC2=C(C(=CC(O2)=O)C2=CC=C(C=C2)OC)C=C1)=O